5-bromo-3-(4,4-dimethylpiperidin-1-yl)-2,7-dimethylisoquinolin-1-one BrC1=C2C=C(N(C(C2=CC(=C1)C)=O)C)N1CCC(CC1)(C)C